[Si](C)(C)(C(C)(C)C)C#CC1=CC=C2C=NN(C2=C1NS(=O)(=O)C=1C=NN(C1)C1=CC(=NC=C1)C(F)(F)F)C N-(6-((TERT-BUTYLDIMETHYLSILYL)ETHYNYL)-1-METHYLINDAZOL-7-YL)-1-(2-(TRIFLUOROMETHYL)PYRIDIN-4-YL)-PYRAZOLE-4-SULFONAMIDE